OC[C@H]1CCCCO1 (2S,4R,6R)-6-(hydroxymethyl)tetrahydro-2H-pyran